FC1=C(C(=O)NC2=NC(=NC=C2C=C)NC=2C=NC=3CCN(CC3C2)C)C(=CC=C1)O 2-fluoro-6-hydroxy-N-(2-((6-methyl-5,6,7,8-tetrahydro-1,6-naphthyridin-3-yl)amino)-5-vinyl-pyrimidin-4-yl)benzamide